[2-(2-[2-[(tert-butyldimethylsilyl)oxy]ethoxy]phenyl)-1-methylpyrrolo[2,3-c]pyridin-5-yl]cyclopropanecarboxamide [Si](C)(C)(C(C)(C)C)OCCOC1=C(C=CC=C1)C1=CC=2C(=CN=C(C2)C2(CC2)C(=O)N)N1C